BrC=1C(=C(CNC2=NC(=C(C=C2Cl)CNC2COC2)OC)C=CC1)C N-(3-bromo-2-methylbenzyl)-3-chloro-6-methoxy-5-((oxetan-3-ylamino)methyl)pyridin-2-amine